tert-butyl 4-(4-((dimethylamino) methyl)-3-(3-ethyl-1H-pyrrolo[2,3-b]pyridin-5-yl) phenyl)-3-oxopiperazine-1-carboxylate CN(C)CC1=C(C=C(C=C1)N1C(CN(CC1)C(=O)OC(C)(C)C)=O)C=1C=C2C(=NC1)NC=C2CC